N1=CNC=C2NC3=CC=CCC3=C21 5,9-dihydro-3H-pyrimido[5,4-b]indole